diphenyl-4-pyrone C1(=CC=CC=C1)C1=C(OC=CC1=O)C1=CC=CC=C1